C1(=CC=CC=C1)P(C1=CC=CC=C1)C[Si](OCC)(OCC)OCC diphenylphosphinomethyl-triethoxysilane